6-(1-chloroethyl)-2-(3-(m-tolyl)-1H-pyrazol-1-yl)thieno[3,2-d]pyrimidin-4-Benzophenone ClC(C)C1=CC=2N=C(N=C(C2S1)C1=CC=CC=C1C(=O)C1=CC=CC=C1)N1N=C(C=C1)C=1C=C(C=CC1)C